FC(C=1C=C2C(C=CO2)=C(C1C1=CC2=C(N=N1)N(C=C2)C2CC(C2)(C)OC)O)F 6-(difluoromethyl)-5-[7-(3-methoxy-3-methyl-cyclobutyl)pyrrolo[2,3-c]pyridazin-3-yl]benzofuran-4-ol